C1(CCCCC1)C1=C(OC=C1)B(O)O 3-(CYCLOHEXYL)FURAN-2-BORONIC ACID